N1CC(C1)OC=1N=CC(=NC1C)C1=CNC2=C(C=CC=C12)C#N 3-[5-(azetidin-3-yloxy)-6-methylpyrazin-2-yl]-1H-indole-7-carbonitrile